N1=CC=CC=C1.C(C)S(=O)(=O)O ethanesulfonic acid pyridine salt